2-(2-((2R,3S,4S,5R)-3-(3,4-difluoro-2-methoxyphenyl)-4,5-dimethyl-5-(trifluoromethyl)tetrahydrofuran-2-yl)-6-methyl-4-oxo-1,4-dihydropyrimidin-5-yl)acetamide FC=1C(=C(C=CC1F)[C@H]1[C@@H](O[C@]([C@H]1C)(C(F)(F)F)C)C=1NC(=C(C(N1)=O)CC(=O)N)C)OC